8,9,10,11,12,12a-hexahydro-7H-6b,10:8,12-dimethanocycloocta[4,5]cyclopenta[1,2,3-cd]fluoranthene C1=CC=CC=2C=3C=CC4=C5C(=CC=C(C12)C53)C5C43CC4CC(CC5C4)C3